gamma-glutamyl-felinine methyl-(R)-1-phenylpiperidine-2-carboxylate C[C@]1(N(CCCC1)C1=CC=CC=C1)C(=O)OCCC(SC[C@H](NC(CC[C@H](N)C(=O)O)=O)C(=O)O)(C)C